COC1=CC=C(C=C1)CN(C=1C(=C(C(=CC1)C(F)(F)F)C1OCC(=C(C1)O)C(=O)OC)F)CC1=CC=C(C=C1)OC methyl 2-[3-[bis[(4-methoxyphenyl)methyl]amino]-2-fluoro-6-(trifluoromethyl)phenyl]-4-hydroxy-3,6-dihydro-2H-pyran-5-carboxylate